COC=1C(=C2C=CN(C2=C(C1)C)C(=O)OCCCC)CN1C(CN(CC1)CC(CC)C)C1=CC=C(C=C1)C(=O)OC Butyl 5-methoxy-4-((2-(4-(methoxycarbonyl)phenyl)-4-(2-methylbutyl)piperazin-1-yl)methyl)-7-methyl-1H-indole-1-carboxylate